tert-Butyl N-[3-(4-amino-6-chloro-3-nitro-2-pyridyl)phenyl]carbamate NC1=C(C(=NC(=C1)Cl)C=1C=C(C=CC1)NC(OC(C)(C)C)=O)[N+](=O)[O-]